C(C)(C)(C)OC(=O)N1CCC(CC1)C1=NC(=CC(=N1)NC1=CC=C2C=CN(C2=C1)C(=O)OC(C)(C)C)C1=CC=CC=C1 tert-butyl 6-((2-(1-(tert-butoxycarbonyl)piperidin-4-yl)-6-phenylpyrimidin-4-yl)amino)-1H-indole-1-carboxylate